N1(CCNCCC1)C=1C=C(C=CC1)NC1=NC=C(C(=N1)C1=CC2=C(OCCN2C(C)C)C(=C1)F)F N-(3-(1,4-diazepan-1-yl)phenyl)-5-fluoro-4-(8-fluoro-4-isopropyl-3,4-dihydro-2H-benzo[b][1,4]oxazin-6-yl)pyrimidin-2-amine